NC1=CC(=C(C=C1)NC(C1=C(C=CC(=C1)NC(=O)[C@@H]1C([C@H]1C1=CC(=CC(=C1)Cl)Cl)(Cl)Cl)Cl)=O)C trans-N-(4-amino-2-methylphenyl)-2-chloro-5-(2,2-dichloro-3-(3,5-dichlorophenyl)cyclopropane-1-carboxamido)benzamide